4-bromo-3-chloro-2,5-difluoro-benzoic acid BrC1=C(C(=C(C(=O)O)C=C1F)F)Cl